F[Ni-2](F)(F)(F)(F)F hexafluoro-nickel (IV)